2-(2,6-dioxopiperidin-3-yl)-3-oxoisoindole O=C1NC(CCC1N1CC2=CC=CC=C2C1=O)=O